isoquinoline-3,6-diamine C1=NC(=CC2=CC(=CC=C12)N)N